5-Methyl-8-((3R,4R)-3-methyl-4-(m-tolyloxy)piperidin-1-yl)-6-oxo-5,6-dihydro-1,5-naphthyridin-2-carbonitril CN1C=2C=CC(=NC2C(=CC1=O)N1C[C@H]([C@@H](CC1)OC=1C=C(C=CC1)C)C)C#N